COC1=CC=C(C=C1)N(C1=CC=C(C=C1)C1C(C=2CC3=CC=CC=C3C2C=C1)=O)C1=CC=C(C=C1)OC 2-(4-(Bis(4-methoxyphenyl)amino)phenyl)-9H-fluorenone